4-hydroxy-N-{7-[1-(2-hydroxy-2-methylpropyl)-1H-pyrazol-4-yl]-4-methoxy-1H-1,3-benzodiazol-2-yl}-4-methylpiperidine-1-carboxamide OC1(CCN(CC1)C(=O)NC1=NC2=C(N1)C(=CC=C2OC)C=2C=NN(C2)CC(C)(C)O)C